BrC1=C(C=C(C=C1OC)C)C(F)F 2-bromo-1-(difluoromethyl)-3-methoxy-5-methylbenzene